tert-butyl(tert-butoxycarbonyl)(5-(4-(cyclopropylsulfonyl)phenyl)-3-(3-(4-(guanidinomethyl)phenyl)isoxazole-5-yl)pyrazin-2-yl)carbamate C(C)(C)(C)OC(N(C1=NC=C(N=C1C1=CC(=NO1)C1=CC=C(C=C1)CNC(=N)N)C1=CC=C(C=C1)S(=O)(=O)C1CC1)C(=O)OC(C)(C)C)=O